4-chloro-7-((6-(hydroxymethyl)-5-(tetrahydrofuran-3-yl)pyridin-2-yl)amino)-1-oxoisoindoline-2-carboxylic acid tert-butyl ester C(C)(C)(C)OC(=O)N1C(C2=C(C=CC(=C2C1)Cl)NC1=NC(=C(C=C1)C1COCC1)CO)=O